methylenetetrahydrospiro[cyclopropane-1,3'-pyrrolizine] C=C1CC2(N3CCC=C13)CC2